5-fluoro-N-methyl-6-(piperazin-1-yl)nicotinamide FC=1C(=NC=C(C(=O)NC)C1)N1CCNCC1